N1=C(C=CC=C1)OC(=O)C=1N=CC2=C(N1)C=CS2 (pyridin-2-yl)thieno[3,2-d]pyrimidine-2-carboxylate